vinyl 1,4,7-trimethyl-3,6,9-trioxadecyl ether CC(COC(COC(COC)C)C)OC=C